FC=1C=C(C=C(C1)OC)[C@@H](CO)NC(CC)=O N-[(1S)-1-(3-fluoro-5-methoxyphenyl)-2-hydroxyethyl]propionamide